3-(methyl-d3)-1H-benzo[d]imidazol-3-ium tetrafluoroborate F[B-](F)(F)F.C([N+]1=CNC2=C1C=CC=C2)([2H])([2H])[2H]